FC(C(=O)O)(F)F.C[C@@H]1N(C[C@H](NC1)C)C1=NC=NC2=CC=C(C=C12)C=1C=C(C(=NC1)OC)NS(=O)(=O)C1=C(C=C(C=C1)F)F N-(5-(4-((2S,5R)-2,5-dimethylpiperazin-1-yl)quinazolin-6-yl)-2-methoxypyridin-3-yl)-2,4-difluorobenzenesulfonamide trifluoroacetate